COC[C@H](C)N1C=CC2=C1N=C(N=C2C#N)NC=2C(=NN(C2)[C@@H](COC)C)OC2COC2 7-((S)-1-methoxypropane-2-yl)-2-((1-((R)-1-methoxypropane-2-yl)-3-(oxetan-3-yloxy)-1H-pyrazol-4-yl)amino)-7H-pyrrolo[2,3-d]pyrimidine-4-carbonitrile